FC1=CC=C(C=C1)C#CC1=C(C2=C(S1)CCCCC2)C(=O)N[C@@H](C)C2=CC=C(C(=O)O)C=C2 (S)-4-(1-(2-((4-fluorophenyl)ethynyl)-5,6,7,8-tetrahydro-4H-cyclohepta[b]thiophene-3-carboxamido)ethyl)benzoic acid